(4-pyridylvinylphenyl)ethylene N1=CC=C(C=C1)C=CC1=C(C=CC=C1)C=C